2-(1,3-butadienyl)tetrahydrofuran 5-((tert-butyldimethylsilyl)oxy)pentan-2-yl-(2-(pyrrolidin-1-yl)ethyl)carbamate [Si](C)(C)(C(C)(C)C)OCCCC(C)N(C(O)=O)CCN1CCCC1.C(=CC=C)C1OCCC1